ClC=1C(=NC=C(N1)N1CC(CCC1)N1C(N(C2C1CCCC2)C)=O)C#N 3-Chloro-5-(3-(3-methyl-2-oxooctahydro-1H-benzo[d]imidazol-1-yl)piperidin-1-yl)pyrazine-2-Formonitrile